O=C1NC(CCC1N1C(C2=CC=CC(=C2C1=O)OCCCCCCCCN1N=C(C2=CC=C(C=C12)C(=O)NC=1N=CC=2N(C1)C=C(N2)[C@@H]2N(CCC2)C)C)=O)=O 1-(8-{[2-(2,6-dioxopiperidin-3-yl)-1,3-dioxoisoindol-4-yl]oxy}octyl)-3-methyl-N-{2-[(2R)-1-methylpyrrolidin-2-yl]imidazo[1,2-a]pyrazin-6-yl}indazole-6-carboxamide